N1CC(C1)CC1=CC=C(CN2C=CC3=CC(=CC=C23)N2N=C(C=C2C)C(=O)N)C=C1 1-(1-(4-(azetidin-3-ylmethyl)benzyl)-1H-indol-5-yl)-5-methyl-1H-pyrazole-3-carboxamide